C(C)OC(CC(C)C1CCN(CC1)C(=O)OC(C)(C)C)=O tert-butyl 4-(3-ethoxy-1-methyl-3-oxo-propyl)piperidine-1-carboxylate